2-{5-[3-(Tert-butylamino)pyrrolidin-1-yl][1,3]thiazolo[5,4-d][1,3]thiazol-2-yl}-5-(1H-pyrazol-4-yl)phenol Hydrochlorid Cl.C(C)(C)(C)NC1CN(CC1)C=1SC2=C(N1)SC(=N2)C2=C(C=C(C=C2)C=2C=NNC2)O